FC(C(C(C=C)(F)F)(F)F)(F)F heptafluoropentan-1-ene